S(OC1=CC(=NC=C1)C(NC1=CC=C(C=C1)NC(C)=O)=O)(=O)(=O)F 2-((4-acetamidophenyl)carbamoyl)pyridin-4-yl sulfurofluoridate